rel-N-[(3R,4S)-4-Fluoro-4-methylpyrrolidin-3-yl]methanesulfonamide F[C@@]1([C@@H](CNC1)NS(=O)(=O)C)C |o1:1,2|